C1(CC1)C=1N=NN(C1)[C@H](C(=O)N1[C@@H](C[C@H](C1)O)C(=O)NCC=1N(N=CN1)C(C)C)C(C)(C)C (2S,4R)-1-[(2S)-2-(4-cyclopropyltriazol-1-yl)-3,3-dimethyl-butanoyl]-4-hydroxy-N-[(2-isopropyl-1,2,4-triazol-3-yl)methyl]pyrrolidine-2-carboxamide